3-(2-methoxyethoxy)-N-methyl-4-{[3-(4-{[(1S,4S)-4-(dimethyl-amino)cyclohexyl]amino}-1-(2,2,2-trifluoroethyl)-1H-indol-2-yl)prop-2-yn-1-yl]amino}benzamide COCCOC=1C=C(C(=O)NC)C=CC1NCC#CC=1N(C2=CC=CC(=C2C1)NC1CCC(CC1)N(C)C)CC(F)(F)F